3-deoxyguanosine C1[C@H](O[C@H]([C@@H]1O)N2C=NC3=C2N=C(NC3=O)N)CO